BrC1=CC=2C(=C(ON2)C(=O)OC)C=C1 methyl 6-bromo-2,1-benzoxazole-3-carboxylate